CC(=C(C(=O)N)CCCN)C Dimethyl-aminopropyl-acrylamide